benzyl 1,1,3,3-tetramethyl-butyl ether CC(CC(C)(C)C)(C)OCC1=CC=CC=C1